The molecule is a triterpenoid saponin with gypsogenic acid as the aglycone species. It is isolated from the roots of Gypsophila oldhamiana and exhibits inhibitory activity against pancreatic lipase. It has a role as an EC 3.1.1.3 (triacylglycerol lipase) inhibitor and a plant metabolite. It is a carboxylic ester, a pentacyclic triterpenoid and a triterpenoid saponin. It derives from a gypsogenic acid. It derives from a hydride of an oleanane. C[C@]12CC[C@@H]([C@@]([C@@H]1CC[C@@]3([C@@H]2CC=C4[C@]3(CC[C@@]5([C@H]4CC(CC5)(C)C)C(=O)O[C@H]6[C@@H]([C@H]([C@@H]([C@H](O6)CO[C@H]7[C@@H]([C@H]([C@@H]([C@H](O7)CO)O)O)O)O)O[C@H]8[C@@H]([C@H]([C@@H]([C@H](O8)CO)O)O)O)O)C)C)(C)C(=O)O[C@H]9[C@@H]([C@H]([C@@H]([C@H](O9)CO)O)O)O)O